5-fluoro-N-[(1s,4s)-4-{[2-(trifluoromethyl)quinolin-4-yl]amino}cyclohexyl]thiophene-2-carboxamide FC1=CC=C(S1)C(=O)NC1CCC(CC1)NC1=CC(=NC2=CC=CC=C12)C(F)(F)F